Nω-Nitro-L-arginine [N+](=O)([O-])NC(NCCC[C@H](N)C(=O)O)=N